C(CC#C)N1CCCCC1 N-(3-butynyl)piperidine